5-methyl-6-(oxazol-2-yl)benzo[d]isoxazol-3-amine CC=1C(=CC2=C(C(=NO2)N)C1)C=1OC=CN1